N-(3-chloro-4-methoxyphenyl)-6-methyl-5-nitroisoquinolin-1-amine ClC=1C=C(C=CC1OC)NC1=NC=CC2=C(C(=CC=C12)C)[N+](=O)[O-]